C(C)(C)N(/C(=N/[H])/OC(C)(C)C)C(C)C (Z)-N,N-diisopropyltert-butoxyformamidine